2-Ethylsulfanyl-N-[(3-fluorophenyl)-methyl]-4-methyl-6-piperidin-1-yl-pyridine-3-carboxylic acid amide C(C)SC1=NC(=CC(=C1C(=O)NCC1=CC(=CC=C1)F)C)N1CCCCC1